O=S1(CCN(CC1)S(=O)(=O)C1=CC=C(C=C1)NC(C1=CC(=C(C=C1)OC)I)=O)=O N-(4-((1,1-dioxidothiomorpholino)sulfonyl)phenyl)-3-iodo-4-methoxybenzamide